4-amino-1-[(2R,3S,4S,5R)-4-[(tert-butyldimethylsilyl)oxy]-5-{[(tertbutyldimethylsilyl)oxy]methyl}-5-(chloromethyl)-3-methyloxolan-2-yl]pyrimidin-2-one NC1=NC(N(C=C1)[C@@H]1O[C@]([C@H]([C@@H]1C)O[Si](C)(C)C(C)(C)C)(CCl)CO[Si](C)(C)C(C)(C)C)=O